[2-(difluoromethoxy)-6-methoxy-4-[2-methyl-6-(1-methylpyrazol-4-yl)-4-[(2-methyl-1,3-thiazol-5-yl)methoxy]indazol-3-yl]phenyl]-[3-hydroxy-3-(trifluoromethyl)azetidin-1-yl]methanone FC(OC1=C(C(=CC(=C1)C=1N(N=C2C=C(C=C(C12)OCC1=CN=C(S1)C)C=1C=NN(C1)C)C)OC)C(=O)N1CC(C1)(C(F)(F)F)O)F